CO[Si](CCCNCCC[Si](OC)(OC)OC)(OC)OC bis-[gamma-(trimethoxysilyl)propyl]amine